CC=1C(=C2C=NNC2=CC1)C1=C(C(=NC2=CC=CC=C12)N1CC2(CN(C2)C(C=C)=O)CC1)C=C 1-(6-(4-(5-methyl-1H-indazol-4-yl)-3-vinylquinolin-2-yl)-2,6-diazaspiro[3.4]octan-2-yl)prop-2-en-1-one